CC(=C)[C@@H]1CC[C@]2([C@H]1[C@H]3CC[C@H]4[C@]([C@@]3(CC2)C)(CC[C@@H]5[C@@]4(C[C@H]([C@@H](C5(C)C)O)O)C)C)C(=O)O The molecule is a pentacyclic triterpenoid that is betulinic acid carrying an additional alpha-hydroxy group at position 2. It has been isolated from Breynia fruticosa. It has a role as a plant metabolite. It is a pentacyclic triterpenoid and a dihydroxy monocarboxylic acid. It derives from a betulinic acid. It derives from a hydride of a lupane.